2-methylcyclohexan-1-amine CC1C(CCCC1)N